C(C)(C)(C)C1=NN=C(O1)C(=O)N[C@H]1CCCCC2=C1C=NC(=C2)C2=NC(=NC=C2)NC=2C=NN(C2)C (S)-5-(tert-butyl)-N-(3-(2-((1-methyl-1H-pyrazol-4-yl)amino)pyrimidin-4-yl)-6,7,8,9-tetrahydro-5H-cyclohepta[c]pyridin-9-yl)-1,3,4-oxadiazole-2-carboxamide